C(C)(C)(C)C1=C(C=CC=C1)C1=CC=CC=C1 tert-butyl-1,1'-biphenyl